(2S,5R)-5-(2-chlorophenyl)-1-(3-methoxy-4-(pyrimidin-5-yl)benzoyl)pyrrolidine-2-carboxylic acid ClC1=C(C=CC=C1)[C@H]1CC[C@H](N1C(C1=CC(=C(C=C1)C=1C=NC=NC1)OC)=O)C(=O)O